CCCC(CCCCC=CCC)C(=O)OC methyl dodec-9-ene-4-carboxylate